ClC1=C(C=C(C=C1)C1=CC=C(O1)C=C1C(C2=CC=CC=C2C1=O)=O)C 2-[[5-(4-Chloro-3-methylphenyl)-2-furanyl]methylene]-1H-indene-1,3(2H)-dione